C1(=CC=CC=C1)C1N(C(OC1([2H])[2H])=O)C(C=CC1=CC(=CC=C1)OC1=CC=CC=C1)=O 4-phenyl-3-(3-(3-phenoxyphenyl)acryloyl)oxazolidin-2-one-5,5-d2